N,N,N-Trimethyl-2,3-bis(octadec-9-en-1-yloxy)propan-1-aminium chloride [Cl-].C[N+](CC(COCCCCCCCCC=CCCCCCCCC)OCCCCCCCCC=CCCCCCCCC)(C)C